2-(3-(((1R,3R,4S,5S)-4-fluoro-1-methyl-9-azabicyclo[3.3.1]nonan-3-yl)oxy)-1,2,4-triazin-6-yl)-5-(1H-imidazol-1-yl)phenol F[C@@H]1[C@@H](C[C@]2(CCC[C@@H]1N2)C)OC=2N=NC(=CN2)C2=C(C=C(C=C2)N2C=NC=C2)O